1-(6-(4-fluoro-1H-pyrazol-yl)pyridin-3-yl)pyridin-2-amine FC=1C=NN(C1)C1=CC=C(C=N1)N1C(C=CC=C1)N